C(CCCCCC(C)C)OC(C=1C(C(=O)OCCCCCCC(C)C)=CC=CC1)=O.C(C=1C(C(=O)OCCCCCCC(C)C)=CC=CC1)(=O)OCCCCCCC(C)C diisononyl phthalate diisononyl-phthalate